1-(tert-butyl)-3-(3-(3,5-dimethoxyphenyl)-7-(pentylamino)-1,8-naphthyridin-2-yl)urea C(C)(C)(C)NC(=O)NC1=NC2=NC(=CC=C2C=C1C1=CC(=CC(=C1)OC)OC)NCCCCC